Pyrrolo[2,3-d]Pyrimidine-6-carbonitrile N1=CN=CC2=C1N=C(C2)C#N